COC1=C(C(=O)O)C=CC(=C1OC)C 2,3-Dimethoxy-4-methylbenzoic acid